Benzyl 2-(4-(1,3-dioxoisoindolin-2-yl)-5-oxotetrahydrofuran-2-yl)acetate O=C1N(C(C2=CC=CC=C12)=O)C1CC(OC1=O)CC(=O)OCC1=CC=CC=C1